2-(1H-imidazol-1-yl)-N-((1r,4r)-4-(2-methoxyethoxy)cyclohexyl)-6-methylpyrimidine-4-carboxamide N1(C=NC=C1)C1=NC(=CC(=N1)C(=O)NC1CCC(CC1)OCCOC)C